F[C@@H]1CN(CC[C@@H]1NC1=C2C=C(N(C2=CC=C1)CC(F)(F)F)C1=NN=C(S1)CNC(=O)C1CCN(CC1)C)C |r| (+/-)-N-{[5-(4-{[(3R,4S)-3-fluoro-1-methylpiperidin-4-yl]amino}-1-(2,2,2-trifluoroethyl)-1H-indol-2-yl)-1,3,4-thiadiazol-2-yl]methyl}-1-methylpiperidine-4-carboxamide